ammonium 3-((12-phenyldodecyl)thio)propyl (R)-(((1-(6-amino-9H-purin-9-yl)propan-2-yl)oxy) methyl)phosphonate NC1=C2N=CN(C2=NC=N1)C[C@@H](C)OCP(OCCCSCCCCCCCCCCCCC1=CC=CC=C1)([O-])=O.[NH4+]